C(CCC)NC(=O)NC=1C=C2C=C(C(=NC2=CC1)C1=CC=CC=C1)C1=CC=CC=C1 1-butyl-3-(2,3-diphenylquinolin-6-yl)urea